3-phenyl-2H-1,4-benzoxazine C1(=CC=CC=C1)C=1COC2=C(N1)C=CC=C2